FC1(CN(CCC1COS(=O)(=O)C1=CC=C(C=C1)[N+](=O)[O-])C(=O)OC(C)(C)C)F tert-butyl 3,3-difluoro-4-((((4-nitrophenyl)sulfonyl)oxy) methyl)piperidine-1-carboxylate